(pentane-1,5-diyl-bis(5-isocyanatocyclohexane-3,1-diyl))bis(methanetriamine) C(CCCCC1CC(CC(C1)N=C=O)C(N)(N)N)C1CC(CC(C1)N=C=O)C(N)(N)N